C1=CC=CC=2C3=CC=CC=C3N(C12)C1=CC=C2N=C3C=CC(=CC3=C2C1)N1C2=CC=CC=C2C=2C=CC=CC12 9H-9,3':6',9''-tercarbazole